(4-((3r,5r,7r)-N-(4-cyclohexylbenzyl)adamantane-1-carboxamido)phenyl)boronic acid C1(CCCCC1)C1=CC=C(CN(C(=O)C23CC4CC(CC(C2)C4)C3)C3=CC=C(C=C3)B(O)O)C=C1